C(C)(C)(C)OC(=O)N1CCCC2=C1N=C(N=C2OCC2=CC=CC=C2)Cl 4-(benzyloxy)-2-chloro-6,7-dihydropyrido[2,3-d]pyrimidine-8(5H)-carboxylic acid tert-butyl ester